O1CCC(CC1)C1=NN(C=C1)C(C)C1=NC(=NO1)C1CN(CC12CNC2)C=O (8-(5-(1-(3-(tetrahydro-2H-pyran-4-yl)-1H-pyrazol-1-yl)ethyl)-1,2,4-oxadiazol-3-yl)-2,6-diazaspiro[3.4]octan-6-yl)methanone